C1(CC1)CN1N=CC(=N1)C(=O)N 2-(cyclopropylmethyl)-2H-1,2,3-triazole-4-carboxamide